2-(2-(1-(2,3-Difluorobenzyl)-5-oxopyrrolidin-2-yl)acetamido)-N-(3,4-difluorophenyl)-3-methylbutanamide FC1=C(CN2C(CCC2=O)CC(=O)NC(C(=O)NC2=CC(=C(C=C2)F)F)C(C)C)C=CC=C1F